C(#N)C=1C=C(C=NC1)[C@H]1N(OCC1)C(=O)C1CCN(CC1)C(=O)OC(C)(C)C tert-butyl (S)-4-(3-(5-cyanopyridin-3-yl)isoxazolidine-2-carbonyl)piperidine-1-carboxylate